1,2,3,3,3-pentafluoro-1-[3-(1,1,2,3,3,3-hexafluoropropoxy)propoxy]-1-propene FC(=C(C(F)(F)F)F)OCCCOC(C(C(F)(F)F)F)(F)F